5-dihydroxyboryl-2-(tert-butoxycarbonyl)amino-2,3-dihydro-1H-indene-2-carboxylic acid OB(C=1C=C2CC(CC2=CC1)(C(=O)O)NC(=O)OC(C)(C)C)O